FC=1C(=CC=2C3=C(N=NC2C1)N(C(N3C3CCOCC3)=O)C)C=3C=NC(=CC3)OCCCN3CCCCC3 7-Fluoro-3-methyl-8-(6-(3-(piperidin-1-yl)propoxy)pyridin-3-yl)-1-(tetrahydro-2H-pyran-4-yl)-1H-imidazo[4,5-c]cinnolin-2(3H)-one